(2S,3S)-1-((S)-tert-butylsulfinyl)-3-phenylazepine-2-carboxylic acid C(C)(C)(C)[S@](=O)N1C(=C(C=CC=C1)C1=CC=CC=C1)C(=O)O